1-[(1R,5S,6S)-3-[(tert-butoxy)carbonyl]-6-cyano-3-azabicyclo[3.1.0]hexan-6-yl]-5-(oxan-4-yl)-1H-indole-2-carboxylic acid C(C)(C)(C)OC(=O)N1C[C@@H]2C([C@@H]2C1)(C#N)N1C(=CC2=CC(=CC=C12)C1CCOCC1)C(=O)O